CN(C(C)C)CC=1SC2=C(N1)C=C(C=C2)[C@@H]2NC[C@H](CC2)C N-methyl-N-((5-((2R,5S)-5-methylpiperidin-2-yl)benzo[d]thiazol-2-yl)methyl)Propan-2-amine